5-amino-2-(6-chloropyridin-3-yl)-N-[(dimethylamino)methylidene]benzenesulfonamide NC=1C=CC(=C(C1)S(=O)(=O)N=CN(C)C)C=1C=NC(=CC1)Cl